2-(3-((benzyloxy)carbonyl)-3,8-diazabicyclo[3.2.1]oct-8-yl)-7,8-dihydro-1,6-naphthyridine-6(5H)-carboxylic acid cyclopentyl ester C1(CCCC1)OC(=O)N1CC=2C=CC(=NC2CC1)N1C2CN(CC1CC2)C(=O)OCC2=CC=CC=C2